ClC=1C(=NC(=NC1)NC1CCOCC1)C1=CC=C2CN(C(C2=C1)=O)CC(=O)NCC1=CC=C(C=C1)CO 2-(6-{5-chloro-2-[(oxan-4-yl)amino]pyrimidin-4-yl}-1-oxo-2,3-dihydro-1H-isoindol-2-yl)-N-{[4-(hydroxymethyl)phenyl]methyl}acetamide